3-((1-(1-(2,6-dichlorophenyl)ethyl)-1H-pyrazol-4-yl)ethynyl)-5-(pyrazin-2-yl)isoxazole aluminum [Al].ClC1=C(C(=CC=C1)Cl)C(C)N1N=CC(=C1)C#CC1=NOC(=C1)C1=NC=CN=C1